ClC1=C(C(=CC=C1)Cl)N1N=C(C(=C1)NC1=CC=C(C=C1)C1=C(C=NC=C1)C)C(=O)N 1-(2,6-dichlorophenyl)-4-((4-(3-methylpyridin-4-yl)phenyl)amino)-1H-pyrazole-3-carboxamide